FC1=C(C=C(C=C1)N(C(=O)C=1C=C(C=2N(C1)C(=CN2)I)C)C)OC N-(4-fluoro-3-methoxy-phenyl)-3-iodo-N,8-dimethyl-imidazo[1,2-a]pyridine-6-carboxamide